COC1=CC=CC(=C1C1=C(C=CC=C1OC)P(C1=CC(=CC(=C1)C(F)(F)F)C(F)(F)F)C1=CC(=CC(=C1)C(F)(F)F)C(F)(F)F)P(C1=CC(=CC(=C1)C(F)(F)F)C(F)(F)F)C1=CC(=CC(=C1)C(F)(F)F)C(F)(F)F (6,6'-dimethoxybiphenyl-2,2'-diyl)bis[bis(3,5-bistrifluoromethylphenyl)phosphine]